C1=CC=C2C(=C1)C(=CN2)CCNCCSSCCNCCC3=CNC4=CC=CC=C43 The molecule is an organic disulfide composed of two molecules of 2-{[2-(1H-indol-3-yl)ethyl]amino}ethane-1-thiol linked together via a disulfide bond. It is a glucose-6-phosphate dehydrogenase (G6PD) activator which reduces oxidative stress in cells and zebrafish. It is an organic disulfide, a member of indoles and a secondary amino compound.